tert-butyl 3-formyl-7,8-dihydro-4H-pyrazolo[1,5-a][1,4]diazepine-5(6H)-carboxylate C(=O)C=1C=NN2C1CN(CCC2)C(=O)OC(C)(C)C